CC1(S(N(C2=C1C=CC=C2)C=2C=NC1=C(C=CC=C1C2)F)(=O)=O)C 3-(3,3-dimethyl-2,2-dioxo-2,1-benzothiazol-1(3H)-yl)-8-fluoroquinoline